((2R,3S,4R,5R)-2,3,4,5-tetraacetoxy-6-azidohexanoyl)glycine C(C)(=O)O[C@@H](C(=O)NCC(=O)O)[C@H]([C@@H]([C@@H](CN=[N+]=[N-])OC(C)=O)OC(C)=O)OC(C)=O